4-(4-((1-(4-fluorobenzoyl)azetidin-3-yl)sulfonyl)-3,4-dihydro-2H-pyrido[4,3-b][1,4]thiazin-8-yl)benzonitrile FC1=CC=C(C(=O)N2CC(C2)S(=O)(=O)N2C3=C(SCC2)C(=CN=C3)C3=CC=C(C#N)C=C3)C=C1